4-(1-(6-methoxy-2-methyl-7-phenyl-1H-imidazo[4,5-c]pyridin-1-yl)ethyl)benzenesulfonamide COC1=C(C2=C(C=N1)N=C(N2C(C)C2=CC=C(C=C2)S(=O)(=O)N)C)C2=CC=CC=C2